1,1'-methylene-bis-(2-hydroxy-3-naphthoic acid) C(C1=C(C(=CC2=CC=CC=C12)C(=O)O)O)C1=C(C(=CC2=CC=CC=C12)C(=O)O)O